ClC1=CC=2N(C=C1)N=C(C2)C(=O)N[C@H]2CC[C@@H](N(C2)C(=O)OC(C)(C)C)C=2OC(=NN2)OCCOC(F)(F)F tert-butyl (2R,5S)-5-{5-chloropyrazolo[1,5-a]pyridine-2-amido}-2-{5-[2-(trifluoromethoxy)ethoxy]-1,3,4-oxadiazol-2-yl}piperidine-1-carboxylate